N-(6-((1H-pyrazol-1-yl)methyl)-4-methoxybenzo[d]isoxazol-3-yl)-2,2-difluorobenzo[d][1,3]dioxole-4-sulfonamide N1(N=CC=C1)CC1=CC2=C(C(=NO2)NS(=O)(=O)C2=CC=CC=3OC(OC32)(F)F)C(=C1)OC